3,4-dihydro-2H-pyrido[4,3-b][1,4]oxazine hydrobromide salt Br.O1C2=C(NCC1)C=NC=C2